2-(hydroxymethyl)-4-octylbenzoic acid OCC1=C(C(=O)O)C=CC(=C1)CCCCCCCC